N-methacryloyl-(L)-cysteine methyl ester COC([C@@H](NC(C(=C)C)=O)CS)=O